FC1=C(CN2C(C3=NC=CN=C3C(=C2)C(=O)NCC(C)(C)O)=O)C=CC(=C1)C=1C=NN(C1)C 6-(2-fluoro-4-(1-methyl-1H-pyrazol-4-yl)benzyl)-N-(2-hydroxy-2-methylpropyl)-5-oxo-5,6-dihydropyrido[3,4-b]pyrazine-8-carboxamide